2-fluoro-1-(naphthalene-2-ylcarbonyl)indolizine-3-carboxylic acid ethyl ester C(C)OC(=O)C1=C(C(=C2C=CC=CN12)C(=O)C1=CC2=CC=CC=C2C=C1)F